7-(2-methoxy-4,6-dimethyl-phenyl)-4-methyl-2-(1-methyl-3-piperidyl)pyrido[2,3-d]pyrimidine COC1=C(C(=CC(=C1)C)C)C=1C=CC2=C(N=C(N=C2C)C2CN(CCC2)C)N1